OP(O)OP(O)O.C(C)(C)(C)C1=C(C(=CC(=C1)C)C(C)(C)C)C(O)(C(CO)(CO)CO)CC(CCCC)CC 2,6-di-t-butyl-4-methylphenyl-2-ethylhexyl-pentaerythritol diphosphite